C(C1=CC=CC=C1)N(C1=NC(=C(C=C1C(F)(F)F)[N+](=O)[O-])C=1OC(=NN1)C(CCC=C)(C(F)(F)F)OCC1=CC=CC=C1)CCC=C N-benzyl-6-[5-[1-benzyloxy-1-(trifluoromethyl)pent-4-enyl]-1,3,4-oxadiazol-2-yl]-N-but-3-enyl-5-nitro-3-(trifluoromethyl)pyridin-2-amine